FC1=CC=C(C=C1)[C@@H]1CN(CCC1)C=1C=C(N=NC1C)C=1C(NC(NC1)=O)=O 5-[5-[(3R)-3-(4-Fluorophenyl)-1-piperidyl]-6-methyl-pyridazin-3-yl]-1H-pyrimidine-2,4-dione